Methyl (1S,4s)-4-(4-methoxy-2-methyl-5-(((1S,2R,3S,4R)-3-((3-((trifluoromethyl)sulfonyl)phenyl)carbamoyl)bicyclo[2.2.1]heptan-2-yl)carbamoyl)phenoxy)cyclohexane-1-carboxylate COC1=CC(=C(OC2CCC(CC2)C(=O)OC)C=C1C(N[C@@H]1[C@H]2CC[C@@H]([C@@H]1C(NC1=CC(=CC=C1)S(=O)(=O)C(F)(F)F)=O)C2)=O)C